C(CCCCC=C)S(=O)(=O)[O-].[Na+] sodium hepta-6-ene-1-sulfonate